tert-butyl 3-(2-(aminomethyl)pyridin-4-yl)-4,4-difluoropiperidine-1-carboxylate NCC1=NC=CC(=C1)C1CN(CCC1(F)F)C(=O)OC(C)(C)C